CN(C/C=C/C(=O)N(C)C1=C2CN(CC2=CC=C1)C(=O)C=1C=C2C(=C(NC2=CC1O)C)C)C (E)-4-(Dimethylamino)-N-(2-(6-hydroxy-2,3-dimethyl-1H-indole-5-carbonyl)isoindolin-4-yl)-N-methylbut-2-enamide